4-amino-7-iodo-2-oxo-1-phenyl-1,2-dihydroquinolin-3-carbonitrile NC1=C(C(N(C2=CC(=CC=C12)I)C1=CC=CC=C1)=O)C#N